(rac)-2-(4,5-dichloro-6-oxo-pyridazin-1-yl)propanoic acid ClC=1C=NN(C(C1Cl)=O)[C@@H](C(=O)O)C |r|